C(C)(C)(C)OC(=O)N1CCC(CC1)NC1=CC=C(C=C1)C#CC(C)(C)O 4-((4-(3-hydroxy-3-methylbutan-1-yn-1-yl)phenyl)amino)piperidine-1-carboxylic acid tert-butyl ester